ClC1=C(C(=O)N(CCN2CCCCC2)C)C=CC(=C1)NC=1C=2N(C=CN1)C(=CN2)C2=CC(=C(C=C2)OC)F 2-chloro-4-[[3-(3-fluoro-4-methoxyphenyl)imidazo[1,2-a]pyrazin-8-yl]amino]-N-methyl-N-(2-piperidin-1-ylethyl)benzamide